FC=1C=CC(=NC1)C(OC1=CC(N(C=C1)C=1C=CC=2C3=C(N(C2C1)C([2H])([2H])[2H])C(CNC3([2H])[2H])([2H])[2H])=O)([2H])[2H] 4-((5-fluoropyridin-2-yl)methoxy-d2)-1-(5-(methyl-d3)-2,3,4,5-tetrahydro-1H-pyrido[4,3-b]indol-7-yl-1,1,4,4-d4)pyridin-2(1H)-one